FC=1C=C(C=C2C=NC(=NC12)C1OCCC1)CN1C[C@H]([C@@H](C1)COC)OC=1C=C2CN(C(C2=CC1)=O)[C@@H]1C(NC(CC1)=O)=O |o1:36| rel-(3S)-3-(5-{[(3S,4S)-1-{[8-fluoro-2-(oxolan-2-yl)quinazolin-6-yl]methyl}-4-(methoxymethyl)pyrrolidin-3-yl]oxy}-1-oxo-2,3-dihydro-1H-isoindol-2-yl)piperidine-2,6-dione